4-benzyl-2-{[4-(2-fluorophenyl)piperidin-1-yl]methyl}-1,4-oxazepane C(C1=CC=CC=C1)N1CC(OCCC1)CN1CCC(CC1)C1=C(C=CC=C1)F